tert-butyl (4R)-4-[(1S)-5-(6-tert-butylfuro[2,3-b]pyrazin-2-yl)-1-isobutyl-5-oxo-pentyl]-2,2-dimethyl-oxazolidine-3-carboxylate C(C)(C)(C)C1=CC=2C(=NC=C(N2)C(CCC[C@@H](CC(C)C)[C@H]2N(C(OC2)(C)C)C(=O)OC(C)(C)C)=O)O1